FC=1C=C(COC=2C=C3N(C(N2)=O)C[C@H]2N3CCC2)C=C(C1F)F (S)-3-((3,4,5-trifluorobenzyl)oxy)-7,8,8a,9-tetrahydropyrrolo[1',2':3,4]imidazo[1,2-c]pyrimidin-1(6H)-one